4-(((1-Methyl-6-(pyridin-2-yl)-1H-pyrazolo[3,4-d]pyrimidin-4-yl)amino)methyl)-benzenesulfonamide CN1N=CC=2C1=NC(=NC2NCC2=CC=C(C=C2)S(=O)(=O)N)C2=NC=CC=C2